2,6-dichloronicotinic acid ClC1=C(C(=O)O)C=CC(=N1)Cl